C(=C)C1=CC=CC=2N=COC21 7-vinylbenzo[d]oxazol